COC=1C=C(C=C(C1)OC1=CC=NC2=CC=CC=C12)C1=NC(=NO1)C 5-(3-methoxy-5-(quinolin-4-yloxy)phenyl)-3-methyl-1,2,4-oxadiazole